CC1=NC(=CC(=C1)C1=NC(=CC=C1)[Sn](C)(C)C)C 2',6'-dimethyl-6-(trimethylstannyl)-2,4'-bipyridine